2-[[2-[(cyclobutylmethylamino)methyl]-1H-indol-6-yl]methyl]-5-tetrahydropyran-4-yloxy-2,7-naphthyridin-1-one C1(CCC1)CNCC=1NC2=CC(=CC=C2C1)CN1C(C2=CN=CC(=C2C=C1)OC1CCOCC1)=O